4-hydroxy-6-(1H-imidazol-1-yl)-N-((1r,4r)-4-methoxycyclohexyl)picolinamide OC1=CC(=NC(=C1)N1C=NC=C1)C(=O)NC1CCC(CC1)OC